N-(tert-butoxycarbonyl)-N-sulfo-2-[(trifluoromethyl)sulfanyl]ethanamine C(C)(C)(C)OC(=O)N(CCSC(F)(F)F)S(=O)(=O)O